5-((2,2,2-trifluoroethyl)thio)aniline FC(CSC=1C=CC=C(N)C1)(F)F